trimethylpropan-1-aminium CC(CC[NH3+])(C)C